methyl 1-(4-(difluoromethoxy) benzyl)-1H-indole-3-carboxylate FC(OC1=CC=C(CN2C=C(C3=CC=CC=C23)C(=O)OC)C=C1)F